((7R)-7-amino-2-azabicyclo[2.2.1]hept-2-yl)(2-(1-(cyclopropylmethyl)-6-((R)-3-hydroxypiperidin-1-yl)-1H-pyrrolo[2,3-b]pyridin-2-yl)-3-methylpyrazolo[1,5-a]pyridin-6-yl)methanone N[C@H]1C2N(CC1CC2)C(=O)C=2C=CC=1N(C2)N=C(C1C)C1=CC=2C(=NC(=CC2)N2C[C@@H](CCC2)O)N1CC1CC1